C(C=C)C=1C(=C(C=CC1)C1=C(C=C(C=C1C)C)C)OC 3-allyl-2-methoxy-2',4',6'-trimethyl-1,1'-Biphenyl